1-carboxyethyl-3-butylimidazole bromide salt [Br-].C(=O)(O)C(C)C1=NC=CN1CCCC